2,6-difluoro-N-(3-(propylsulfanyl)-[1,2,4]triazolo[4,3-a]pyridin-6-yl)nicotinamide FC1=C(C(=O)NC=2C=CC=3N(C2)C(=NN3)SCCC)C=CC(=N1)F